2'-chloro-5'-methoxy-6-methyl-N-(5-(2,2,2-trifluoroethyl)-1,3,4-thiadiazol-2-yl)-(4,4'-bipyridine)-3-carboxamide ClC1=NC=C(C(=C1)C1=C(C=NC(=C1)C)C(=O)NC=1SC(=NN1)CC(F)(F)F)OC